N1=C(C=CC=2CNC=CC21)C(=O)[O-] 5H-pyrido[3,2-C]pyridine-carboxylate